(4-(cyanomethyl)benzyl)zinc (II) bromide [Br-].C(#N)CC1=CC=C(C[Zn+])C=C1